(S)-2-((tert-Butoxycarbonyl)amino)-3-(4-(pyridin-2-yl)phenyl)propanoic acid C(C)(C)(C)OC(=O)N[C@H](C(=O)O)CC1=CC=C(C=C1)C1=NC=CC=C1